COCCOCCOCCOCCOCCOCCOCCOCCC(=O)N 2,5,8,11,14,17,20,23-octaoxahexacosan-26-amide